7-methoxy-1-(4-(methylthio)benzyl)-1H-[1,2,3]triazolo[4,5-c][1,8]naphthyridine COC=1C=CC=2C3=C(C=NC2N1)N=NN3CC3=CC=C(C=C3)SC